N1=C(SC2=C1C=1CCOC1C=C2)N2C(N[C@H]([C@@H]2C#CC)[C@H](C)O)=O (4R,5S)-1-(7,8-dihydrobenzofuro[4,5-d]thiazol-2-yl)-4-((S)-1-hydroxyethyl)-5-(prop-1-yn-1-yl)imidazolidin-2-one